N,N-dimethyl-5-(4-amino-2-ethoxymethyl-1H-imidazo[4,5-c]quinolin-1-yl)pentane-1-sulfonamide CN(S(=O)(=O)CCCCCN1C(=NC=2C(=NC=3C=CC=CC3C21)N)COCC)C